ClC=1C=C2C=NN(C2=CC1N1CCN(CC1)C1(COC1)C)C=1C=NN(C1)C1=NC=C(C(=N1)C1CC1)F 5-chloro-1-[1-(4-cyclopropyl-5-fluoropyrimidin-2-yl)-1H-pyrazol-4-yl]-6-[4-(3-methyloxetan-3-yl)piperazin-1-yl]-1H-indazole